diphenyl-2,2'-bis(carboxymethoxy)-1,1'-binaphthyl C1(=CC=CC=C1)C1=C(C(=C(C2=CC=CC=C12)C1=C(C=CC2=CC=CC=C12)OCC(=O)O)OCC(=O)O)C1=CC=CC=C1